ClC=1C=C(OC2CCC(CC2)NC(=O)C=2N=NC(=CC2)N2C3CN(CC2C3)CC=3C=C2CN(C(C2=CC3)=O)C3C(NC(CC3)=O)=O)C=CC1C#N N-((1r,4r)-4-(3-chloro-4-cyanophenoxy)cyclohexyl)-6-(3-((2-(2,6-dioxopiperidin-3-yl)-1-oxoisoindolin-5-yl)methyl)-3,6-diazabicyclo[3.1.1]heptan-6-yl)pyridazine-3-carboxamide